C(C)(=O)O[C@@H]1[C@H](O[C@H]([C@@H]1OC(C)=O)N1C=2N=C(NC(C2N=C1)=O)NC(C(C)C)=O)CC(=O)OC Methyl 2-[(2R,3R,4R,5R)-3,4-diacetoxy-5-[2-(2-methylpropanoylamino)-6-oxo-1H-purin-9-yl]tetrahydrofuran-2-yl]acetate